2-[(4-{6-[(4-cyano-2-fluorobenzyl)oxy]pyridin-2-yl}piperidin-1-yl)methyl]-1-(1,3-oxazol-5-ylmethyl)-1H-benzimidazole-6-carboxylic acid C(#N)C1=CC(=C(COC2=CC=CC(=N2)C2CCN(CC2)CC2=NC3=C(N2CC2=CN=CO2)C=C(C=C3)C(=O)O)C=C1)F